N-(butoxymethyl)acrylamide C(CCC)OCNC(C=C)=O